Ethyl 3-((4-(2-azidopropan-2-yl)-6-chloro-2,7-naphthyridin-1-yl)oxy)azetidine-1-carboxylate N(=[N+]=[N-])C(C)(C)C1=CN=C(C2=CN=C(C=C12)Cl)OC1CN(C1)C(=O)OCC